4,4,5,5-tetramethyl-2-(3-methyl-4-(oxetan-3-ylsulfonyl)phenyl)-1,3,2-dioxaborolan CC1(OB(OC1(C)C)C1=CC(=C(C=C1)S(=O)(=O)C1COC1)C)C